(2S,5R)-4-(1-(3-(difluoromethyl)quinoxalin-6-yl)ethyl)-2,5-dimethylpiperazine FC(C=1C=NC2=CC=C(C=C2N1)C(C)N1C[C@@H](NC[C@H]1C)C)F